C1(=CC=CC=C1)C(C)NC1=NC=C(C=N1)C1=CC2=C(NCN2)C=C1 5-(2-((1-phenylethyl)amino)pyrimidin-5-yl)-1,3-dihydro-2H-benzo[d]imidazol